C1(=CC=CC2=CC=CC=C12)C1=C(C=CC=C1)N(C1=C(C(=CC=C1)C1=C(C=CC=2C3=CC=CC=C3NC12)C1=CC=CC=C1)C1=CC=CC=C1)C1=C(C=CC=C1)C1=CC=CC2=CC=CC=C12 bis(naphthylphenyl)[(phenylcarbazolyl)(phenyl)phenyl]amine